7-chloro-1-(pyrimidin-2-yl)quinazolin-2,4(1H,3H)-dione ClC1=CC=C2C(NC(N(C2=C1)C1=NC=CC=N1)=O)=O